(1S)-1-(2-fluorophenyl)ethan-1-ol FC1=C(C=CC=C1)[C@H](C)O